CC1(C(C1(C)C)CCON1N=CC=C1)C 2-(2,2,3,3-tetramethylcyclopropyl)ethoxyl-1H-pyrazole